C(C)OC(=O)C1N(C(=NC12C(N(C1=CC=CC=C21)C(C)=O)=O)C2=CC=CC=C2)C2=CC(=CC=C2)Cl 1'-acetyl-1-m-chlorophenyl-2'-oxo-2-phenyl-1,5-dihydrospiro[imidazole-4,3'-indoline]-5-carboxylic acid ethyl ester